1-(2,4-difluoro-5-(7-(methylamino)-2-oxo-1-(2,2,2-trifluoroethyl)-1,2-dihydro-1,6-naphthyridin-3-yl)phenyl)-3-(4-fluorophenyl)urea FC1=C(C=C(C(=C1)F)C=1C(N(C2=CC(=NC=C2C1)NC)CC(F)(F)F)=O)NC(=O)NC1=CC=C(C=C1)F